(2S)-1-{2-[1-(2,2-difluoroethyl)-5-methylpyrazol-4-ylsulfonyl]-4H,6H-pyrrolo[3,4-c]pyrazol-5-yl}-3-hydroxy-2-(2-methoxyphenyl)propan-1-one FC(CN1N=CC(=C1C)S(=O)(=O)N1N=C2C(=C1)CN(C2)C([C@H](CO)C2=C(C=CC=C2)OC)=O)F